barium fluorine (2-Fluoro-ethyl)-(2-m-tolyl-imidazo[1,2-a]pyridin-7-yl)-amine FCCNC1=CC=2N(C=C1)C=C(N2)C=2C=C(C=CC2)C.[F].[Ba]